C(=CCCCCCC)CCO[SiH](C)C 2-octenyldimethylethoxysilane